CC(=C)CC\C=C(/C=C)\C (Z)-2,6-Dimethylocta-1,5,7-trien